(3S)-3-{[2-(5-methylthiophene-3-yl)[1,2,4]triazolo[1,5-c]quinazolin-5-yl]amino}azepan-2-one CC1=CC(=CS1)C1=NN2C(=NC=3C=CC=CC3C2=N1)N[C@@H]1C(NCCCC1)=O